BrC1=NC=CC(=C1)CN1CCC(CC1)N1CC(C1)(N1N=CC(=C1)C=1C2=C(N=CN1)NC=C2)CC#N {1-{1-[(2-bromopyridin-4-yl)methyl]piperidin-4-yl}-3-[4-(7H-pyrrolo[2,3-d]pyrimidin-4-yl)-1H-pyrazol-1-yl]azetidin-3-yl}acetonitrile